(4R,5R)-4,5-dimethyl-1,3,2-dioxathiane 2,2-dioxide C[C@H]1OS(OC[C@H]1C)(=O)=O